(3-pyridinyl)-benzene N1=CC(=CC=C1)C1=CC=CC=C1